OC1=C(C(=C(C(=O)O)C(=C1C)C)C)C 4-hydroxy-2,3,5,6-tetramethylbenzoic acid